[O-2].[Ba+2] Barium-Oxid